BrC1=CC=C2C=C(N(C2=C1)CC)C1=NC2=C(N1C)C=CC(=C2)C(=O)N2CC(CCC2)NC(OC(C)(C)C)=O 1,1-Dimethylethyl (1-{[2-(6-bromo-1-ethyl-1H-indol-2-yl)-1-methyl-1H-benzimidazol-5-yl]carbonyl}-3-piperidinyl)carbamate